3-chloro-4-((5-chloro-3-methylpyrazin-2-yl)thio)pyridin-2-amine ClC=1C(=NC=CC1SC1=NC=C(N=C1C)Cl)N